C(C)(C)N1N=C(C2=NC(=CC(=C21)NCC=2C=NN(C2)C)C=2C(N(C=CC2)C)=O)C 3-(1-isopropyl-3-methyl-7-(((1-methyl-1H-pyrazol-4-yl)methyl)amino)-1H-pyrazolo[4,3-b]pyridin-5-yl)-1-methylpyridin-2(1H)-one